4-[(1S)-1-[[4-[4-(2-Cyclohexylethoxy)phenyl]tetrahydropyran-4-carbonyl]amino]ethyl]benzoic acid C1(CCCCC1)CCOC1=CC=C(C=C1)C1(CCOCC1)C(=O)N[C@@H](C)C1=CC=C(C(=O)O)C=C1